N-(1-Cyano-1-methylethyl)-4-[[2-(3-methyl-1,2,4-oxadiazol-5-yl)benzoyl]amino]pyridin C(#N)C(C)(C)N1CC=C(C=C1)NC(C1=C(C=CC=C1)C1=NC(=NO1)C)=O